methyl 2-[4-[2-[(3S)-12-(2-hydroxyphenyl)-3-methyl-4,8,10,11-tetrazatricyclo[7.4.0.02,7]trideca-1(9),2(7),10,12-tetraen-4-yl]pyrimidin-5-yl]-1-piperidyl]spiro[3.3]heptane-6-carboxylate OC1=C(C=CC=C1)C=1N=NC=2NC=3CCN([C@H](C3C2C1)C)C1=NC=C(C=N1)C1CCN(CC1)C1CC2(C1)CC(C2)C(=O)OC